O=C1NC(CCC1N1C(C2=CC=C(C=C2C1=O)NCCCCCCN1N=CC(=C1)C1=NC=2C=CC=C(C2N=C1)C#N)=O)=O (1-(6-((2-(2,6-dioxopiperidin-3-yl)-1,3-dioxoisoindolin-5-yl)amino)hexyl)-1H-pyrazol-4-yl)quinoxaline-5-carbonitrile